ClC1=CC=C(CN2C=C(C3=CC=CC=C23)C(=O)O)C=C1 1-(4-chlorobenzyl)-1H-indole-3-carboxylic acid